5-bromo-2-chloro-3-cyano-pyridine BrC=1C=C(C(=NC1)Cl)C#N